COC1=CC=C(CN2C[C@H](NCC2C)CC#N)C=C1 2-((2R)-4-(4-methoxybenzyl)-5-methylpiperazin-2-yl)acetonitrile